(E)-octadeca-9-en-1-ylchloromethyl carbonate C(OC(Cl)CCCCCCCC\C=C\CCCCCCCC)([O-])=O